COC(=O)C=1C=C(C2=C(N=C(O2)C2=NC(=CC(=C2)C2=C(C=C(C=C2)F)C2=NN=CN2C)C2CC2)C1)OC 2-{6-cyclopropyl-4-[4-fluoro-2-(4-methyl-1,2,4-triazol-3-yl)phenyl]Pyridin-2-yl}-7-methoxy-1,3-benzoxazole-5-carboxylic acid methyl ester